8-bromo-1,4,4,9-tetramethyl-6-(methylthio)-4,5-dihydro-[1,2,4]triazolo[4,3-a]quinoxaline BrC1=CC(=C2NC(C=3N(C2=C1C)C(=NN3)C)(C)C)SC